BrC1=CC2=C(N=C3N2C(CC3)C(F)(F)F)C=C1 7-bromo-1-(trifluoromethyl)-2,3-dihydro-1H-benzo[d]pyrrolo[1,2-a]imidazole